4-nitrophenyl 5-((bis(2-((2-phenylacetyl)thio)ethoxy)phosphoryl) difluoromethyl)benzo[b]thiophene-2-carboxylate C1(=CC=CC=C1)CC(=O)SCCOP(=O)(OCCSC(CC1=CC=CC=C1)=O)C(C1=CC2=C(SC(=C2)C(=O)OC2=CC=C(C=C2)[N+](=O)[O-])C=C1)(F)F